FC1=C(CNC(C(C)(C)C)=O)C=C(C=C1F)F N-(2,3,5-trifluorobenzyl)trimethylacetamide